[S].C(C=1C(O)=CC=CC1)(=O)O salicylic acid sulfur